BrC1=CC(=C(C=2CCCC12)N)C1CC1 7-bromo-5-cyclopropyl-2,3-dihydro-1H-indene-4-amine